C(C1=CC=CC=C1)OC1CCC(CC1)O 4-benzyloxycyclohexanol